C(=O)O.CN1N=NC2=C1C=CC(=C2C)C(C(C(=O)O)(C)C)C=2C=C1C(CCC1=CC2)N2C[C@H](OC1=C(C2)C=CC=C1)C 3-(1,4-Dimethyl-1H-benzo[d][1,2,3]triazol-5-yl)-2,2-dimethyl-3-(3-((R)-2-methyl-2,3-dihydrobenzo[f][1,4]oxazepin-4(5H)-yl)-2,3-dihydro-1H-inden-5-yl)propanoic acid, formic acid salt